dibutyl-phosphonic acid C(CCC)OP(OCCCC)=O